BrC=1C=C2\C(\C(NC2=CC1)=O)=C(\CC1=CC=CC=C1)/C1=CC(=CC=C1)OC (E)-5-bromo-3-(1-(3-methoxyphenyl)-2-phenylethylidene)indolin-2-one